CCCCC/C=C\C/C=C\CCCCCCCC(=O)O[C@H](COC(=O)CCCCCCC/C=C\C/C=C\C/C=C\CC)COP(=O)([O-])OCC[N+](C)(C)C 1-(9Z,12Z,15Z-octadecatrienoyl)-2-(9Z,12Z-octadecadienoyl)-glycero-3-phosphocholine